trisilapentane [SiH3][SiH2][SiH2]CC